C(CCCCCCC)P(CCCCCCCC)CCCCCCCC Trioctylphosphorus